(4-(5-(trifluoromethyl)pyridin-2-yl)bicyclo[2.2.2]octan-1-yl)methyl-4-methylbenzenesulfonate FC(C=1C=CC(=NC1)C12CCC(CC1)(CC2)COS(=O)(=O)C2=CC=C(C=C2)C)(F)F